5-[4-chloro-2-fluoro-5-(methoxymethoxy)phenyl]-2-methyl-1,3-thiazole ClC1=CC(=C(C=C1OCOC)C1=CN=C(S1)C)F